CC=1SC(=C(N1)C1=CC=CC=C1)OC1=CC(=NC=C1)NCC=1C=NC=CC1 4-((2-Methyl-4-phenylthiazol-5-yl)oxy)-N-(pyridin-3-ylmethyl)pyridin-2-amine